methyl 7-chlorothieno[3,2-b]pyridine-3-carboxylate ClC1=C2C(=NC=C1)C(=CS2)C(=O)OC